4-amino-3-(1,2,4-triazine-3-yl)furazane NC=1C(=NON1)C=1N=NC=CN1